NC=1C2=C(N=CN1)N(C=C2C=2SC1=C(C2)C=C(C=C1OC)C)C1CN(CC1)C(\C=C\CN1CCCC1)=O (E)-1-(3-(4-amino-5-(7-methoxy-5-methylbenzothiophen-2-yl)-7H-pyrrolo[2,3-d]pyrimidin-7-yl)pyrrolidin-1-yl)-4-(pyrrolidin-1-yl)but-2-en-1-one